OC1=C(C(=CC=C1)OC1OC(C(C(C1O)O)O)CO)C(C=CC1=CC=C(C=C1)[N+](=O)[O-])=O 1-[2-Hydroxy-6-[3,4,5-trihydroxy-6-(hydroxymethyl)oxan-2-yl]oxyphenyl]-3-(4-nitrophenyl)prop-2-en-1-one